1-(1-acetyl-2-methylpiperidine-3-carbonyl)-4-fluoro-N-{phenyl[4-(propan-2-yl)phenyl]methyl}pyrrolidine-2-carboxamide C(C)(=O)N1C(C(CCC1)C(=O)N1C(CC(C1)F)C(=O)NC(C1=CC=C(C=C1)C(C)C)C1=CC=CC=C1)C